2-(((5-chloro-2-(1H-tetrazol-1-yl) phenyl) amino)-2-oxoacetamido)-3-(4-(3-(phenylsulfonyl) ureido) phenylpropionamido)-1H-indole-1,2-dicarboxylate ClC=1C=CC(=C(C1)NC(C(=O)NC1(N(C2=CC=CC=C2C1NC(CCC1=CC=C(C=C1)NC(=O)NS(=O)(=O)C1=CC=CC=C1)=O)C(=O)[O-])C(=O)[O-])=O)N1N=NN=C1